OC=1N(C(N(C1O)O)=O)O 4,5-dihydroxyl-1,3-dihydroxyl-2-imidazolone